C(C)(C)(C)OC(=O)N1C[C@@H]([C@@H](CC1)N1CC(C1)C1=CC=CC=2N(C(N(C21)C)=O)C2C(NC(CC2)=O)=O)F (3S,4R)-4-[3-[1-(2,6-dioxo-3-piperidinyl)-3-methyl-2-oxo-benzoimidazol-4-yl]azetidin-1-yl]-3-fluoro-piperidine-1-carboxylic acid tert-butyl ester